2,2-dimethyltetrahydro-2H-Pyran-4-carbaldehyde CC1(OCCC(C1)C=O)C